FC1=C(C=CC(=C1)OC)[C@@H](CC1=NC(=NC(=N1)N[C@@H](CO)CC(C)C)NS(=O)(=O)C)C N-(4-((R)-2-(2-fluoro-4-methoxyphenyl)propyl)-6-(((R)-1-hydroxy-4-methylpent-2-yl)amino)-1,3,5-triazin-2-yl)methanesulfonamide